(S)-N-(1-(3-(5-((diethyl(oxo)-λ6-sulfaneylidene)amino)pyridin-2-yl)pyrazin-2-yl)ethyl)-3,5-bis(trifluoromethyl)benzamide C(C)S(=O)(CC)=NC=1C=CC(=NC1)C=1C(=NC=CN1)[C@H](C)NC(C1=CC(=CC(=C1)C(F)(F)F)C(F)(F)F)=O